lithium (S)-3-(2-((3-(5-(((tert-butoxycarbonyl)((5-oxopyrrolidin-2-yl)methyl)amino)methyl)-3'-chloro-6-methoxy-[2,4'-bipyridin]-2'-yl)-2-chlorophenyl)carbamoyl)thiazol-5-yl)propanoate C(C)(C)(C)OC(=O)N(C[C@H]1NC(CC1)=O)CC=1C=CC(=NC1OC)C1=C(C(=NC=C1)C=1C(=C(C=CC1)NC(=O)C=1SC(=CN1)CCC(=O)[O-])Cl)Cl.[Li+]